OC(COC=1C=CC=2N(C1)N=CC2C#N)C 6-(2-hydroxypropoxy)pyrazolo[1,5-a]pyridine-3-carbonitrile